6-chloro-4-[(3R,4R)-4-(4-chloroanilino)-3-methyl-1-piperidinyl]-1-methyl-2-oxo-1,5-naphthyridine-3-carbonitrile ClC=1N=C2C(=C(C(N(C2=CC1)C)=O)C#N)N1C[C@H]([C@@H](CC1)NC1=CC=C(C=C1)Cl)C